5-(((R)-1-(dimethylamino)propan-2-yl)oxy)-N-(5-fluoroquinolin-6-yl)-7-((R)-3-methoxypyrrolidin-1-yl)quinazolin-4-amine CN(C[C@@H](C)OC1=C2C(=NC=NC2=CC(=C1)N1C[C@@H](CC1)OC)NC=1C(=C2C=CC=NC2=CC1)F)C